C(C)OC(=O)C=1N(C=CC1)C(C)C1=CC=C(C=C1)C 1-[1-(p-tolyl)ethyl]-1H-pyrrole-2-carboxylic acid ethyl ester